CC(C(CO)O)C(CC)C 3,4-dimethyl-1,2-hexanediol